N-(5-(3-cyclopropyl-1-(2,4-dioxo-3,4-dihydropyrimidin-1(2H)-yl)propyl)-2-fluorophenyl)-3-(trifluoromethyl)-1H-pyrazole-5-carboxamide C1(CC1)CCC(N1C(NC(C=C1)=O)=O)C=1C=CC(=C(C1)NC(=O)C1=CC(=NN1)C(F)(F)F)F